C1(CCC1)C=1C(=NN(C1C1=CC(=C(C=C1)F)F)C)NC(=O)C1CC(C1)(F)F N-(4-cyclobutyl-5-(3,4-difluorophenyl)-1-methyl-1H-pyrazol-3-yl)-3,3-difluorocyclobutane-1-carboxamide